FC(OC1=C(C=CC=C1)C1CCN2N1C=1C=C(C=CC1C2=O)C=2C=NC(=NC2)N2CCOCC2)F 3-(2-(difluoromethoxy)phenyl)-6-(2-morpholinopyrimidin-5-yl)-2,3-dihydropyrazolo[1,2-a]indazol-9(1H)-one